COC1=CC=C(CN2N=CC(=C(C2=O)C(F)(F)F)O[C@H](CN(C(OC(C)(C)C)=O)CCC(N2CCN(CC2)C2=NC=C(C=N2)C(F)(F)F)=O)C)C=C1 Tert-butyl (S)-(2-((1-(4-methoxybenzyl)-6-oxo-5-(trifluoromethyl)-1,6-dihydropyridazin-4-yl)oxy)propyl)(3-oxo-3-(4-(5-(trifluoromethyl)pyrimidin-2-yl)piperazin-1-yl)propyl)carbamate